(S) or (R)-2-methyl-2-(((6-(1-methyl-1H-pyrazol-4-yl)pyrazolo[1,5-a]pyrazin-4-yl)oxy)methyl)morpholine hydrochloride Cl.C[C@]1(CNCCO1)COC=1C=2N(C=C(N1)C=1C=NN(C1)C)N=CC2 |o1:2|